[Si](C)(C)(C(C)(C)C)OCC=1C(=NN(C1N1C(OC(CC1)C1=CC(=C(C=C1)Cl)F)=O)COCC[Si](C)(C)C)C1=CC=NC=C1 3-(4-(((tert-butyldimethylsilyl)oxy)methyl)-3-(pyridin-4-yl)-1-((2-(trimethylsilyl)ethoxy)methyl)-1H-pyrazol-5-yl)-6-(4-chloro-3-fluorophenyl)-1,3-oxazinan-2-one